ClC1=CC(=C(C(=C1)F)NC=1N(C2=NC(=NC=C2N1)N[C@H]1C[C@H](C(CC1)(C)C)O)C1CCC(CC1)C(=O)N)F (1S,4s)-4-(8-(4-chloro-2,6-difluorophenylamino)-2-((1R,3R)-3-hydroxy-4,4-dimethylcyclohexylamino)-9H-purin-9-yl)cyclohexanecarboxamide